C(C1=CC=CC=C1)OC=1C=C(C=C(C1)C1=C(C=C(C=C1)O)C)CN1[C@H](COCC1)C(=O)N[C@@H](C)C1=CC=C(C(=O)OC)C=C1 methyl 4-[(1S)-1-[[(3R)-4-[[3-benzyloxy-5-(4-hydroxy-2-methyl-phenyl)phenyl]methyl]morpholine-3-carbonyl]amino]ethyl]benzoate